CC(C(=O)O)(C)ON=C(C)C1=C(NC2=CC=CC=C12)C1=CC=CC=C1 2-methyl-2-(((1-(2-phenyl-1H-indol-3-yl)ethylidene)amino)oxy)propionic acid